C(C1=CC=CC=C1)OC1=C(C(=O)N[C@@H](C(=O)OCC)C2CC[C@@H](N2C)C(=O)OC(C)(C)C)C=CC=C1 tert-butyl (2R)-5-((R)-1-(2-(benzyloxy)benzamido)-2-ethoxy-2-oxoethyl)-1-methylpyrrolidine-2-carboxylate